(2S)-2-Amino-3-hydroxy-N-[4-(1H-pyrrolo[2,3-b]pyridin-4-yl)phenyl]butanamide N[C@H](C(=O)NC1=CC=C(C=C1)C1=C2C(=NC=C1)NC=C2)C(C)O